trihydroxypropane diacrylate C(C=C)(=O)O.C(C=C)(=O)O.OC(CC)(O)O